N[C@@H](CC(C)C)C(=O)O anti-leucine